ClC=1C=C(C=C(C1)Cl)C1(CC(=NO1)C1=CC(=C(C(=O)N(CC(F)(F)F)C2=NN(C(=N2)C(C)C)CC(F)(F)F)C=C1)C)C(F)(F)F 4-(5-(3,5-dichlorophenyl)-5-(trifluoromethyl)-4,5-dihydroisoxazol-3-yl)-N-(5-isopropyl-1-(2,2,2-trifluoroethyl)-1H-1,2,4-triazol-3-yl)-2-methyl-N-(2,2,2-trifluoroethyl)benzamide